tert-butyl (3-(4-((4-(1-propyl-1H-pyrazol-4-yl)-7-tosyl-7H-pyrrolo[2,3-d]pyrimidin-2-yl)amino)benzamido)propyl)carbamate C(CC)N1N=CC(=C1)C=1C2=C(N=C(N1)NC1=CC=C(C(=O)NCCCNC(OC(C)(C)C)=O)C=C1)N(C=C2)S(=O)(=O)C2=CC=C(C)C=C2